C(#N)C(CCSC=1C=C(C(=NC1)C(=O)OCC)SCC)C#N ethyl 5-(3,3-dicyanopropylsulfanyl)-3-ethylsulfanyl-pyridine-2-carboxylate